n-heptyl-glyceryl ether C(CCCCCC)OCC(O)CO